2-(4-(5-Amino-4-cyano-1-((tetrahydrofuran-3-yl)methyl)-1H-pyrazol-3-yl)phenyl)-N-(3-neopentylisoxazol-5-yl)acetamide NC1=C(C(=NN1CC1COCC1)C1=CC=C(C=C1)CC(=O)NC1=CC(=NO1)CC(C)(C)C)C#N